C(CCCCC\C=C/CC=CCC=CCC=CCCCCC)(=O)O[Si](C)(C)C cis-7,10,13,16-Docosatetraenoic acid, trimethylsilyl ester